COC=1C=C2C(=CC=NC2=CC1)C(=O)O 6-(methoxy)quinoline-4-carboxylic acid